(2S,3S)-N-(4-fluorophenyl)-3-hydroxy-N-methylpyrrolidine-2-carboxamide FC1=CC=C(C=C1)N(C(=O)[C@H]1NCC[C@@H]1O)C